N-[(S)-1-(3-chloro-5-cyanophenyl)ethyl]-4-[(S)-5-methyl-1,4-diazepan-1-yl]-8-cyclopropyl-6-methyl-1,7-diaza-3-naphthamide ClC=1C=C(C=C(C1)C#N)[C@H](C)NC(=O)C=1C=NC2=C(N=C(C=C2C1N1CCN[C@H](CC1)C)C)C1CC1